azidomethylbicyclo[2.2.1]hept-5-en-2-ylmethyl (2-cyanoethyl) diisopropylphosphoramidite C(C)(C)N(P(OC(C1C2C=CC(C1)C2)CN=[N+]=[N-])OCCC#N)C(C)C